ClC1=C(C=CC(=C1)F)C1=CC=NC2=CC(=CC=C12)O[C@@H](C(=O)N1C(CCCC1C)C)C (2R)-2-[[4-(2-chloro-4-fluoro-phenyl)-7-quinolyl]oxy]-1-(2,6-dimethyl-1-piperidyl)propan-1-one